N-[[4-(5-amino-4-cyano-1-tetrahydropyran-4-ylpyrazol-3-yl)-2-fluoro-phenyl]methyl]-2-methoxy-benzamide NC1=C(C(=NN1C1CCOCC1)C1=CC(=C(C=C1)CNC(C1=C(C=CC=C1)OC)=O)F)C#N